ClC=1C=C(NC=2C3=C(N=CN2)C=CC(=N3)N3CC2(CCN2C(C=C)=O)C3)C=CC1OC1=NN(C=C1)C 1-[6-[4-[3-Chloro-4-(1-methylpyrazol-3-yl)oxy-anilino]pyrido[3,2-d]pyrimidin-6-yl]-1,6-diazaspiro[3.3]heptan-1-yl]prop-2-en-1-one